ClC1=NN2C(C(=N1)NC1CCCC1)=NC=C2C2[C@H]([C@@H]([C@H](O2)CO)O)F (2R,3R,4S)-5-(2-chloro-4-(cyclopentylamino)imidazo[2,1-f][1,2,4]triazin-7-yl)-4-fluoro-2-(hydroxymethyl)tetrahydrofuran-3-ol